4-{8-Amino-3-[(7'R,9a'S)-4'-oxohexahydro-2'H-spiro[cyclopropan-1,3'-pyrido[1,2-a]pyrazin]-7'-yl]imidazo[1,5-a]pyrazin-1-yl}-N-[4-(trifluoromethyl)pyridin-2-yl]benzamid NC=1C=2N(C=CN1)C(=NC2C2=CC=C(C(=O)NC1=NC=CC(=C1)C(F)(F)F)C=C2)[C@@H]2CC[C@@H]1N(C(C3(NC1)CC3)=O)C2